tert-butyl N-tert-butoxycarbonyl-N-[3-fluoro-4-[[5-[(6-fluoro-2,3-dihydro-1,4-benzodioxin-7-yl)amino]-4-methyl-3-pyridyl]methyl]-2-pyridyl]carbamate C(C)(C)(C)OC(=O)N(C(OC(C)(C)C)=O)C1=NC=CC(=C1F)CC=1C=NC=C(C1C)NC=1C(=CC2=C(OCCO2)C1)F